N-(4-bromophenyl)-5-(4-((9-isobutyl-9H-purin-6-yl)oxy)phenyl)thiazol-2-amine BrC1=CC=C(C=C1)NC=1SC(=CN1)C1=CC=C(C=C1)OC1=C2N=CN(C2=NC=N1)CC(C)C